glutarimide adipate salt C(CCCCC(=O)O)(=O)O.C1(CCCC(N1)=O)=O